[OH-].[Ti+4].[OH-].[OH-].[OH-] Titanium(IV) hydroxid